4-methanesulfonyl-1-(2-nitrophenyl)piperidine CS(=O)(=O)C1CCN(CC1)C1=C(C=CC=C1)[N+](=O)[O-]